CC1=NOC(=N1)C=1C=CC(=NC1)O 5-(3-methyl-[1,2,4]oxadiazol-5-yl)-pyridin-2-ol